S1C2=C(C=C1C1=C(NC=3N=CN=C(C31)C)C3=CC=C(C=C3)NC(C=C)=O)C=CC=C2 N-(4-(5-(benzo[b]thiophen-2-yl)-4-methyl-7H-pyrrolo[2,3-d]pyrimidin-6-yl)phenyl)acrylamide